1-(cyclopropylsulfonyl)piperidin-4-amine trifluoroacetate salt FC(C(=O)O)(F)F.C1(CC1)S(=O)(=O)N1CCC(CC1)N